FC1=CC=C(C=C1)C1=CC=C(C=C1)CN1N=CC2=CC(=CC(=C12)C(=O)N[C@@H](C)C1=CC=C(C(=O)O)C=C1)C1=CC=CC=C1 (S)-4-(1-(1-((4'-fluoro-[1,1'-biphenyl]-4-yl)methyl)-5-phenyl-1H-indazole-7-carboxamido)ethyl)benzoic acid